C1(CCCCC1)C[C@H](C(=O)N1CC([C@](CC1)(O)CN1C=C(C(=CC1=O)C1=CC=CC=C1)C(=O)N(C)C)(C)C)CO 1-(((S)-1-((S)-3-cyclohexyl-2-(hydroxymethyl)propanoyl)-4-hydroxy-3,3-dimethylpiperidin-4-yl)methyl)-N,N-dimethyl-6-oxo-4-phenyl-1,6-dihydropyridine-3-carboxamide